methyl-2-[5-(4-fluorophenyl)-1-methyl-1H-pyrazol-3-yl]acetic acid CC(C(=O)O)C1=NN(C(=C1)C1=CC=C(C=C1)F)C